ClC=1C=C2CCN(CC2=C(C1)[C@H]1N(CCC1)C(=O)[O-])C(=O)N1C[C@H](CC1)OC (S)-2-(6-chloro-2-((S)-3-methoxypyrrolidine-1-carbonyl)-1,2,3,4-tetrahydroisoquinoline-8-yl)pyrrolidine-1-carboxylate